C(=O)(O)C=1C=C(C=CC1C(=O)O)C1=NC(=NC(=N1)C1=CC(=C(C=C1)C(=O)O)C(=O)O)C1=CC(=C(C=C1)C(=O)O)C(=O)O tris(3,4-dicarboxyphenyl)s-triazine